1-(4-hydroxycyclohexyl)-6-((4-methoxy-2-methylphenyl)amino)-3-methyl-1,3-dihydro-2H-imidazo[4,5-c]pyridin-2-one OC1CCC(CC1)N1C(N(C=2C=NC(=CC21)NC2=C(C=C(C=C2)OC)C)C)=O